2,3,5,6,12,12a-hexahydro-1H-benzo[4,5]thieno[3,2-d]pyrrolo[1,2-a]azepine C1CCN2C1CC1=C(CC2)SC2=C1C=CC=C2